[4-(5-tert-butyl-1,2,4-oxadiazol-3-yl)phenyl]-[6-(3-chloro-1,2,4-triazol-1-yl)-2-azaspiro[3.3]heptan-2-yl]methanone C(C)(C)(C)C1=NC(=NO1)C1=CC=C(C=C1)C(=O)N1CC2(C1)CC(C2)N2N=C(N=C2)Cl